2-(3,5-difluorophenyl)-5-amino-4-hydroxy-3(2H)-furanone FC=1C=C(C=C(C1)F)C1OC(=C(C1=O)O)N